FC1(CC(C1)CN[S@@](=O)C(C)(C)C)F (S)-N-((3,3-difluorocyclobutyl)methyl)-2-methylpropane-2-sulfinamide